CN(C1=CC=C(C=C1)CC(=O)O)C 4-(dimethylamino)phenylacetic acid